O1C[C@H](C12CCC2)N2C[C@@H](CC2)NC(=O)[C@H]2CCN(C1(CC1)C2)C(=O)C2=NNC(=C2)C2=CC(=NC=C2F)OC (S)-N-((R)-1-((R)-1-oxaspiro[3.3]heptan-3-yl)pyrrolidin-3-yl)-4-(5-(5-fluoro-2-methoxypyridin-4-yl)-1H-pyrazole-3-carbonyl)-4-azaspiro[2.5]octane-7-carboxamide